(R)-2-fluoro-1-(2-(trifluoromethyl)piperazin-1-yl)prop-2-en-1-one FC(C(=O)N1[C@H](CNCC1)C(F)(F)F)=C